5-(4-(((5-(4-(1H-tetrazol-1-yl)phenyl)thiazolo[5,4-b]pyridin-2-yl)oxy)methyl)piperidin-1-yl)-3-isopropyl-1,2,4-oxadiazole N1(N=NN=C1)C1=CC=C(C=C1)C1=CC=C2C(=N1)SC(=N2)OCC2CCN(CC2)C2=NC(=NO2)C(C)C